6-(4-amino-4-(2,2,2-trifluoroethyl)piperidin-1-yl)-3-bromo-1H-pyrazolo[3,4-d]pyrimidine-4-Nitrile NC1(CCN(CC1)C1=NC(=C2C(=N1)NN=C2Br)C#N)CC(F)(F)F